1-(4-carboxyperoxybenzyl)-3-methylimidazole chloride salt [Cl-].C(=O)(O)OOC1=CC=C(CN2CN(C=C2)C)C=C1